COC=1C=C(CNC(=O)NC2=CC=C(C=C2)C(F)(F)F)C=CC1OCC1=NC=CC(=C1C)OCC(F)(F)F 1-{3-methoxy-4-{[3-methyl-4-(2,2,2-trifluoroethoxy)pyridin-2-yl]methoxy}benzyl}-3-(4-trifluoromethylphenyl)urea